2-(4-(2-(3-Aminopyrazin-2-yl)-3-(4-(chloromethyl)phenyl)-3H-imidazo[4,5-b]pyridin-5-yl)-2H-1,2,3-triazol-2-yl)acetonitrile NC=1C(=NC=CN1)C1=NC=2C(=NC(=CC2)C2=NN(N=C2)CC#N)N1C1=CC=C(C=C1)CCl